ClCC(=O)N(C=1SC=CN1)CC1=C(C=C(C=C1)OC)OC 2-chloro-N-(2,4-dimethoxybenzyl)-N-(thiazol-2-yl)acetamide